Cl.FC(CCN)F 3,3-difluoropropylamine hydrochloride salt